1-(2-Ethoxy-6-[Ethyl(Methyl)Amino]-4-{1-[(4-Phenylbutyl)Amino]Ethyl}Phenyl)Ethan-1-One Hydrochloride Cl.C(C)OC1=C(C(=CC(=C1)C(C)NCCCCC1=CC=CC=C1)N(C)CC)C(C)=O